CN1N=CC(=C1C1=NC=C(C(=C1)N1CCN(CC1)C(=O)N1N=CCC1C=1SC=CN1)F)C (4-(2-(1,4-dimethyl-1H-pyrazol-5-yl)-5-fluoropyridin-4-yl)piperazin-1-yl)(5-(thiazol-2-yl)-4,5-dihydro-1H-pyrazol-1-yl)methanone